(S)-2-Amino-4-(5-chloro-3-((1-((4-(fluoromethylidene)piperidin-1-yl)methyl)cyclopropyl)methoxy)-7,9-dihydrofuro[3,4-f]quinazolin-6-yl)benzo[b]selenophene-3-carbonitrile NC1=C(C2=C([Se]1)C=CC=C2C=2C1=C(C=3C=NC(=NC3C2Cl)OCC2(CC2)CN2CCC(CC2)=CF)COC1)C#N